2-(bis(2-aminoethyl)amino)ethan NCCN(CC)CCN